CC1(CC=C(CC1)CCC1(OCC(CO1)(C)C)C(=O)O)C 2-(2-(4,4-dimethylcyclohex-1-en-1-yl)ethyl)-5,5-dimethyl-1,3-dioxan-oic acid